N1-Hexyl-4,5-diaminopyrazole C(CCCCC)N1N=CC(=C1N)N